C(C)(=O)OCNC(=O)C=1C=2N(C(=CC1O)OC1=CC=CC=C1)N=CN2 [(7-hydroxy-5-(phenoxy)-[1,2,4]triazolo[1,5-a]pyridine-8-carbonyl)amino]methyl acetate